COC1=CC=C(C=C1)N1N=C(C=C1)OC1=CC(=C(C=C1C)NC=N)C N-(4-((1-(4-methoxyphenyl)-1H-pyrazol-3-yl)oxy)-2,5-dimethylphenyl)formamidine